N-[[3-[4-amino-1-(2,2,2-trifluoroethyl)indol-2-yl]-1,2,4-oxadiazol-5-yl]methyl]-1-methyl-pyrazole-4-carboxamide NC1=C2C=C(N(C2=CC=C1)CC(F)(F)F)C1=NOC(=N1)CNC(=O)C=1C=NN(C1)C